N-(1-((cis)-2-fluorocyclopropyl)-2-oxo-1,2-dihydropyridin-3-yl)-7-isopropoxy-2-(1-methyl-2-oxabicyclo[2.1.1]hexan-4-yl)imidazo[1,2-a]pyrimidine-6-carboxamide F[C@@H]1[C@@H](C1)N1C(C(=CC=C1)NC(=O)C=1C(=NC=2N(C1)C=C(N2)C21COC(C2)(C1)C)OC(C)C)=O